C(C)(C)(C)OC(=O)N1C(CC=CC1)B1OC(C(O1)(C)C)(C)C (4,4,5,5-tetramethyl-1,3,2-dioxaborolan-2-yl)-3,6-dihydro-2H-pyridine-1-carboxylic acid tert-butyl ester